ClC=1C=C(CN2CC(C2)C#N)C=CC1N1C=NC(=C1)C1=NC(=NC=C1C(F)(F)F)NC1CCN(CC1)S(=O)(=O)C 1-(3-Chloro-4-(4-(2-((1-(methylsulfonyl)piperidin-4-yl)amino)-5-(trifluoromethyl)pyrimidin-4-yl)-1H-imidazol-1-yl)benzyl)azetidine-3-carbonitrile